C(C)C1=CN=C(N1)C1=NC=CC(=C1)C=1C=NC=C(C1)S(=O)(=O)C 2'-(5-Ethyl-1H-imidazol-2-yl)-5-(methylsulfonyl)-3,4'-bipyridin